FC(CCCCOC1=NSN=C1C=1CN(CCC1)C)(C)F 3-((5,5-difluorohexyl)oxy)-4-(1-methyl-1,2,5,6-tetrahydropyridin-3-yl)-1,2,5-thiadiazole